COC1=C(C=C(C=C1)C1=C(C=C(C=C1)N)C=1N=NN(N1)C(C1=CC=CC=C1)(C1=CC=CC=C1)C1=CC=CC=C1)C 4'-methoxy-3'-methyl-2-(2-trityl-2H-tetrazol-5-yl)-[1,1'-biphenyl]-4-amine